methyl 2-[(2-ethoxy-2-oxo-ethyl)amino]-2-methylpropanoate C(C)OC(CNC(C(=O)OC)(C)C)=O